C(C)C1=C(C=CCCCC)C=CC=C1 o-1-ethylbutyl-styrene